Imidazopyridin-2-carboxamid N1C(=NC2=C1C=CC=N2)C(=O)N